[2H]C1=C(C(=C(C(=C1C)[2H])O)[2H])C 3,5-dimethylphenol-2,4,6-D3